C(CCCCCCCCCCC)CCC(=S)OCC(COC(CCCCCCCCCCCCCC)=S)(COC(CCCCCCCCCCCCCC)=S)COC(CCCCCCCCCCCCCC)=S pentaerythritol tetra(3-laurylthiopropionate)